C(=C)(C)[C@@H]1CCC=C(C1)CC(C=O)C 3-[(5R)-5-isopropenyl-1-cyclohexen-1-yl]-2-methyl-1-propanal